2-amino-3,4-dioxan NC1CCCOO1